1-isocyano-2-(p-methylphenyl)methylbenzene [N+](#[C-])C1=C(C=CC=C1)CC1=CC=C(C=C1)C